methyl 2-[[3-(nitromethyl)oxetan-3-yl]amino]acetate [N+](=O)([O-])CC1(COC1)NCC(=O)OC